FC=1C=2N(C=C(C1)NC(=O)C1=NC=C(N=C1)N1C[C@H](CC1)CN1C[C@@H](CC1)F)C=C(N2)C N-(8-fluoro-2-methylimidazo[1,2-a]pyridin-6-yl)-5-((R)-3-(((R)-3-fluoropyrrolidin-1-yl)methyl)pyrrolidin-1-yl)pyrazine-2-carboxamide